C1CCCC12CCN(CC2)C=O (8-azaspiro[4.5]Decan-8-yl)methanone